tris(pentafluorophenyl)borane monohydrate O.FC1=C(C(=C(C(=C1B(C1=C(C(=C(C(=C1F)F)F)F)F)C1=C(C(=C(C(=C1F)F)F)F)F)F)F)F)F